BrC1=CC2=C(N(C=N2)C2=CC=C(C(=N2)N2N=C(C=C2C)C#N)C(F)F)C=C1OC1COC1 1-[6-[5-bromo-6-(oxetan-3-yloxy)benzimidazol-1-yl]-3-(difluoromethyl)-2-pyridyl]-5-methyl-pyrazole-3-carbonitrile